FCCCSC=1C(=NN(C1OC)C)C1=CC2=CC=CC=C2C=C1 4-((3-fluoropropyl)thio)-5-methoxy-1-methyl-3-(naphthalen-2-yl)-1H-pyrazole